(1-((1R,2S,5R)-2-isopropyl-5-methylcyclohexyl)-1H-1,2,3-triazole-4-yl)(4-phenoxyphenyl)methanone C(C)(C)[C@H]1[C@@H](C[C@@H](CC1)C)N1N=NC(=C1)C(=O)C1=CC=C(C=C1)OC1=CC=CC=C1